CNC1=NC2=CC(=CC=C2C(=N1)N1CC2(C1)CCNCC2)CC(F)(F)F 2-(2-(methylamino)-7-(2,2,2-trifluoroethyl)quinazolin-4-yl)-2,7-diazaspiro[3.5]nonan